[K].[Cl] chlorine potassium salt